(4-(1-naphthalenyl)phenyl-2,3,5,6-d4)-boronic acid C1(=CC=CC2=CC=CC=C12)C1=C(C(=C(C(=C1[2H])[2H])B(O)O)[2H])[2H]